ClC1=C(C=C(C=C1)[C@@H]1N(C[C@H](CC1)C)C(C(=O)NC=1C=C(C=NC1)C(=O)N)=O)C |r| rac-5-{2-[(2R,5S)-2-(4-Chloro-3-methylphenyl)-5-methylpiperidin-1-yl]-2-oxoacetamido}pyridine-3-carboxamide